5-(benzo[d]oxazol-2-yl)-2-(3,4-dihydroquinoline-1(2H)-yl)isonicotinic acid O1C(=NC2=C1C=CC=C2)C2=CN=C(C=C2C(=O)O)N2CCCC1=CC=CC=C21